FC=1C=C(CN2C(=NC3=NC=C(C=C32)N3C=CC=2C3=NC(=CN2)C=2C=NN(C2)CCN2CCOCC2)C)C=C(C1)F 1-(3,5-difluorobenzyl)-2-methyl-6-(3-(1-(2-(morpholin-4-yl)ethyl)-1H-pyrazol-4-yl)-5H-pyrrolo[2,3-b]pyrazin-5-yl)-1H-imidazo[4,5-b]pyridine